C1(C=CC(N1C=1C=C(OC2=CC=C(C=C2)OC2=CC(=CC=C2)N2C(C=CC2=O)=O)C=CC1)=O)=O 1,4-bis(3-maleimidylphenoxy)benzene